FC=1C=C(C=C(C1F)F)C=1N=NN(C1)[C@]1(C[C@@H](SC2=C(C=C(C=C2)OCC)Cl)O[C@@H]([C@@H]1O)CO)O 2-Chlorophenetyl deoxy-3-[4-(3,4,5-trifluorophenyl)-1H-1,2,3-triazol-1-yl]-1-thio-α-D-galactopyranoside